3-cyano-1-(2,2-difluoroethyl)-4-(3-hydroxy-2,6-dimethylphenyl)-1H-pyrrolo[2,3-b]pyridine-6-carboxamide C(#N)C1=CN(C2=NC(=CC(=C21)C2=C(C(=CC=C2C)O)C)C(=O)N)CC(F)F